ClC1=CC=C(C=C1)C1(CCNCC1)C1=C(C=CC(=C1NC)OC(F)(F)F)S(=O)(=O)N (4-(4-chlorophenyl)piperidin-4-yl)-3-(methylamino)-4-(trifluoromethoxy)benzenesulfonamide